aluminum trifluoramide NF.NF.NF.[Al]